1-hydroxyl-cyclohexyl-phenylketone OC1(CCCCC1)C1=C(C=CC=C1)C(=O)C1=C(C=CC=C1)C1(CCCCC1)O